N1=CC=C(C=C1)CC1C[C@H](NC1)C(=O)O γ-(4-pyridinylmethyl)-proline